C1(CC1)CCN([C@H]1C[C@H](CC1)C(=O)NC)C1=C2CN(C(C2=CC=C1)=O)C1C(NC(CC1)=O)=O (1S,3R)-3-((2-cyclopropylethyl)(2-(2,6-dioxopiperidin-3-yl)-1-oxoisoindolin-4-yl)amino)-N-methylcyclopentanecarboxamide